5-(4-(1,3-dimethyl-2-oxo-1,2-dihydroquinolin-5-yl)-3,4-dihydro-2H-pyrido[4,3-b][1,4]oxazin-7-yl)-N-(3-(3-(2,6-dioxopiperidin-3-yl)benzofuran-5-yl)prop-2-yn-1-yl)picolinamide CN1C(C(=CC2=C(C=CC=C12)N1C2=C(OCC1)C=C(N=C2)C=2C=CC(=NC2)C(=O)NCC#CC=2C=CC1=C(C(=CO1)C1C(NC(CC1)=O)=O)C2)C)=O